BrC=1C=CC(=NC1)NC(C(CCC)C=1C=NC(=CC1)OC)=O 2-(6-Methoxy-pyridin-3-yl)-pentanoic acid (5-bromo-pyridin-2-yl)-amide